2,3,4,5-tetrafluoro-N-(3-fluoro-4-methoxyphenyl)-6-((4-methoxybenzyl)amino)benzenesulfonamide FC1=C(C(=C(C(=C1F)F)F)NCC1=CC=C(C=C1)OC)S(=O)(=O)NC1=CC(=C(C=C1)OC)F